1-phenylmethoxyethylamino-3,4-dimethylenehex-5-ene C1(=CC=CC=C1)COC(C)NCCC(C(C=C)=C)=C